3-(3-aminophenyl)-N-(3-chloro-4-(trifluoromethyl)phenyl)-4-(dimethylamino)butanamide NC=1C=C(C=CC1)C(CC(=O)NC1=CC(=C(C=C1)C(F)(F)F)Cl)CN(C)C